5-(4-(4-(2,3-dichlorophenyl)piperazin-1-yl)butoxy)-3-(3,4-dimethoxybenzyl)-3,7b-dihydro-1H-cyclopropa[c]quinolin-2(1aH)-one ClC1=C(C=CC=C1Cl)N1CCN(CC1)CCCCOC=1C=CC=2C3C(C(N(C2C1)CC1=CC(=C(C=C1)OC)OC)=O)C3